ClC1=NC=CC(=C1)NC(C1=CC(=C(C=C1)F)C(C(=O)N1CCC(CC1)(CO)O)(F)F)=O N-(2-chloropyridin-4-yl)-3-(1,1-difluoro-2-(4-hydroxy-4-(hydroxymethyl)piperidin-1-yl)-2-oxoethyl)-4-fluorobenzamide